FC1=C(C=CC=C1)C=1C=C(C=C2C=3C=C(C(=CC3C3=C(C(=CC=C3C12)OCCCCC)OCCCCC)OCCCCC)OCCCCC)OCCCCC 8-(2-fluorophenyl)-2,3,6,11,12-pentakis(pentyloxy)triphenylene